C(=O)(O)C1=CC2=CC3=C(C=CC=C3C=C2C=C1)C(=O)O (2,8-dicarboxyl)anthracene